COC[C@H](N[C@H](C(=O)[C@@]1(OC1)C)CC1=CC=CC=C1)C(=O)[NH-] O-methyl-N-[(1S)-2-[(2R)-2-methyl-2-oxiranyl]-2-oxo-1-(phenylmethyl)ethyl]-L-serylamide